tert-Butyl (2-chloro-7-((3aR,4R,6R,6aR)-6-(hydroxymethyl)-2,2-dimethyltetrahydrofuro[3,4-d][1,3]dioxol-4-yl)-7H-pyrrolo[2,3-d]pyrimidin-4-yl)(cyclopentyl)carbamate ClC=1N=C(C2=C(N1)N(C=C2)[C@@H]2O[C@@H]([C@H]1OC(O[C@H]12)(C)C)CO)N(C(OC(C)(C)C)=O)C1CCCC1